tert-butyl (3R)-pyrrolidine-3-carboxylate N1C[C@@H](CC1)C(=O)OC(C)(C)C